C(C=C)(=O)OCC1OCC1 acryloylOxymethyloxetane